4-bromo-2-(trifluoromethoxy)iodobenzene C1=CC(=C(C=C1Br)OC(F)(F)F)I